5-(4-((4-((5-(trifluoromethyl)pyridin-2-yl)amino)piperidin-1-yl)sulfonyl)phenyl)-1H-indazole-3-carbonitrile FC(C=1C=CC(=NC1)NC1CCN(CC1)S(=O)(=O)C1=CC=C(C=C1)C=1C=C2C(=NNC2=CC1)C#N)(F)F